N1C=CC2=CC(=CC=C12)OCC=1C=C(CN[C@@H](C(=O)N)C)C=CC1 (2R)-2-(3-(1H-indol-5-oxymethyl)benzyl)amino-propionamide